C1(=CC=C(C=C1)N1C(C=2C(C(=O)N1)=CC=CC2)=O)C N-p-tolyl-phthalhydrazide